4-phenyl-3-(3-(3-(thiophen-2-yl)phenyl)propenoyl)oxazolidin-2-one C1(=CC=CC=C1)C1N(C(OC1)=O)C(C=CC1=CC(=CC=C1)C=1SC=CC1)=O